C[C@]12CC[C@@H]([C@@H]1CC[C@@]3([C@@H]2C[C@H]([C@H]4[C@]3(C[C@H]([C@@H]5[C@@]4(CCCC5(C)C)C)O)C)O)C=O)C(C)(C)O The molecule is a hopanoid that is hopan-27-al substituted by hydroxy groups at positions 6, 11 and 22 (the 6beta,11alpha-stereoisomer). It has been isolated from Conoideocrella tenuis. It has a role as a fungal metabolite. It is a hopanoid, a triol, an aldehyde and a pentacyclic triterpenoid.